SCC(=O)OCCOCCOC(CS)=O diethylene glycol bis(mercaptoacetate)